NC(CCC1CC1)(C1=CC(=NC=C1)C)C=1C=CC(=C(C1)NC(=O)C1=CC(=NN1C1=CC(=CC=C1)CN)C(F)(F)F)F N-(5-(1-amino-3-cyclopropyl-1-(2-methylpyridin-4-yl)propyl)-2-fluorophenyl)-1-(3-(aminomethyl)phenyl)-3-(trifluoromethyl)-1H-pyrazole-5-carboxamide